O1CCC(CC1)OC1=CC=NC=C1 4-((tetrahydro-2H-pyran-4-yl)oxy)pyridin